tert-butyl (2-(trifluoromethyl)-4-(4,4,5,5-tetramethyl-1,3,2-dioxaborolan-2-yl)benzyl)carbamate FC(C1=C(CNC(OC(C)(C)C)=O)C=CC(=C1)B1OC(C(O1)(C)C)(C)C)(F)F